N-{4-[5-(tri-fluoromethyl)-1,2,4-oxadiazol-3-yl]phenyl}propanamide FC(C1=NC(=NO1)C1=CC=C(C=C1)NC(CC)=O)(F)F